3-((3-fluorobenzyl)amino)-4-(methyl(4-(5-(trifluoromethyl)-1,2,4-oxadiazol-3-yl)benzyl)amino)cyclobut-3-ene-1,2-dione FC=1C=C(CNC=2C(C(C2N(CC2=CC=C(C=C2)C2=NOC(=N2)C(F)(F)F)C)=O)=O)C=CC1